C(C)(C)C1=NOC(=N1)N1CC(CC1)[C@H](C)OC=1SC2=NC(=CC=C2N1)C=1C=NC(=CC1)S(=O)(=O)C 2-((S)-1-(1-(3-isopropyl-1,2,4-oxadiazol-5-yl)pyrrolidin-3-yl)ethoxy)-5-(6-(methylsulfonyl)pyridin-3-yl)thiazolo[5,4-b]pyridine